[N+](=O)([O-])C1=CC=C(C=C(C(=O)OCC)C(C)=O)C=C1 ethyl 2-(4-nitrobenzylidene)-3-oxobutyrate